6-(2-amino-4-methylthiazol-5-yl)-3-(2-(pyridin-2-yl)vinyl)-1H-indazole-1-carboxamide NC=1SC(=C(N1)C)C1=CC=C2C(=NN(C2=C1)C(=O)N)C=CC1=NC=CC=C1